NC=1N=CC(=NC1)C#N 5-aminopyrazine-2-carbonitrile